C(C)(C)[C@]1(C(NC(N1)=O)=O)C1=CC=C(C=C1)C(=O)N1CCC(CC1)C1=NN(C2=CC(=CC(=C12)C)C)C (R)-5-isopropyl-5-{4-[4-(1,4,6-trimethyl-1H-indazol-3-yl)piperidine-1-carbonyl]phenyl}imidazolidine-2,4-dione